OC1N(C(N(C1C)C)=O)C1=NC=CC(=C1)C(F)(F)F 4-hydroxy-1,5-dimethyl-3-[4-(trifluoromethyl)-2-pyridinyl]-imidazolidin-2-one